tert-Butyl 2-(but-3-yn-1-yl)-3-formyl-2,4,6,7-tetrahydro-5H-pyrazolo[4,3-c]pyridine-5-carboxylate C(CC#C)N1N=C2C(CN(CC2)C(=O)OC(C)(C)C)=C1C=O